FC1=C(C=C(C=C1)F)C1N(CCC1)C=1C=CC=2N(N1)C(=CN2)C=CC2=NOC(=N2)NCCN N1-(3-(2-(6-(2-(2,5-difluorophenyl)pyrrolidin-1-yl)imidazo[1,2-b]pyridazin-3-yl)vinyl)-1,2,4-oxadiazol-5-yl)ethane-1,2-diamine